SCCOCCS 1,5-dimercapto-3-oxapentane